methyl 4-acetoxy-7-((2,6-dimethylphenyl) thio)-6-methoxy-1-phenyl-2-naphthoate C(C)(=O)OC1=CC(=C(C2=CC(=C(C=C12)OC)SC1=C(C=CC=C1C)C)C1=CC=CC=C1)C(=O)OC